phenyl-diazonium tetrakis(pentafluorophenyl)borate FC1=C(C(=C(C(=C1[B-](C1=C(C(=C(C(=C1F)F)F)F)F)(C1=C(C(=C(C(=C1F)F)F)F)F)C1=C(C(=C(C(=C1F)F)F)F)F)F)F)F)F.C1(=CC=CC=C1)[N+]#N